ClC=1C(=C(C=CC1)C(CC(=O)O)C1=CC2=CC(=CC=C2C=C1)OCC(=O)NC1C=CCCC1)C 3-(3-Chloro-2-methylphenyl)-3-(7-(2-(cyclohex-2-en-1-ylamino)-2-oxoethoxy)naphthalen-2-yl)propanoic acid